3-{2-[(6,6-dimethylpiperidin-3-yl)amino]-5-(trifluoromethyl)pyrimidin-4-yl}-7-[(oxan-4-yl)methyl]-1H,4H,5H,6H,7H,8H-pyrrolo[2,3-c]azepin-8-one CC1(CCC(CN1)NC1=NC=C(C(=N1)C1=CNC=2C(N(CCCC21)CC2CCOCC2)=O)C(F)(F)F)C